C(C)(C)OC1=CC=2N(C=C1C(=O)NC=1N=NC(=CC1)N1CC(NCC1)C)C=C(N2)C 7-isopropoxy-2-methyl-N-(6-(3-methylpiperazin-1-yl)pyridazin-3-yl)imidazo[1,2-a]pyridine-6-carboxamide